N'-{5-[acetyl(hydroxy)amino]pentyl}-N-[5-({4-[(5-aminopentyl)(hydroxy)amino]-4-oxobutanoyl}amino)pentyl]-N-hydroxysuccinamide C(C)(=O)N(CCCCCNC(CCC(=O)N(O)CCCCCNC(CCC(=O)N(O)CCCCCN)=O)=O)O